CC1=C(C=C(OCCCO)C=C1)B1OC(C(O1)(C)C)(C)C 3-(4-methyl-3-(4,4,5,5-tetramethyl-1,3,2-dioxaborolane-2-yl)phenoxy)propan-1-ol